C(C)(C)(C)OC(=O)N1CCN(CC1)CCN1[C@H](CN(C[C@H]1C)C1=NC=CC(=C1)C1=NNC2=CC=C(C=C12)[N+](=O)[O-])C tert-butyl-4-[2-[(2S,6R)-2,6-dimethyl-4-[4-(5-nitro-1H-indazol-3-yl)-2-pyridyl]piperazin-1-yl]ethyl]piperazine-1-carboxylate